C(C1=C(C(=O)[O-])C=CC(=C1C)C)C1=C(C(=O)[O-])C=CC(=C1C)C methylenebis(dimethyl benzoate)